(9-(3,5-difluorophenyl)-6-hydroxy-[1,2,4]triazolo[5,1-a]isoquinoline-5-carbonyl)glycine FC=1C=C(C=C(C1)F)C1=CC=C2C(=C(N3C(C2=C1)=NC=N3)C(=O)NCC(=O)O)O